C(#N)C1=C(C=CC=C1)[C@@H]([C@H](C)C=1N(C(C(=C(N1)C(=O)NC=1C=NOC1)O)=O)C)C=1C(=NN(C1)C(C)C)F 2-((1r,2s)-1-(2-cyanophenyl)-1-(3-fluoro-1-isopropyl-1H-pyrazol-4-yl)propan-2-yl)-5-hydroxy-N-(isoxazol-4-yl)-1-methyl-6-oxo-1,6-dihydropyrimidine-4-carboxamide